1-(((3S)-1-((3-cyano-1-azetidinyl)sulfonyl)-3-piperidinyl)carbonyl)-N-((1S)-5-fluoro-6-methoxy-2,3-dihydro-1H-inden-1-yl)-D-prolinamide C(#N)C1CN(C1)S(=O)(=O)N1C[C@H](CCC1)C(=O)N1[C@H](CCC1)C(=O)N[C@H]1CCC2=CC(=C(C=C12)OC)F